N1C=CC2=CC=C(C=C12)S(=O)(=O)N1C[C@H]2COC[C@@H](C1)N2C2=CC=C(C=C2)O 4-((1R,5S)-7-((1H-indol-6-yl)sulfonyl)-3-oxa-7,9-diazabicyclo[3.3.1]nonan-9-yl)phenol